C(C)(=O)C1=C(C=C(C=C1)Cl)C=1C(=NN(C(C1)=O)[C@H](C(=O)NC=1C=C2N=CC=NC2=CC1)CC1=CC=CC=C1)OC (S)-2-(4-(2-acetyl-5-chlorophenyl)-3-methoxy-6-oxopyridazine-1(6H)-yl)-3-phenyl-N-(quinoxaline-6-yl)propanamide